(R)-4-(2,2-difluoro-7-((5-methoxy-7-methyl-1H-indol-4-yl)methyl)-7-azaspiro[3.5]non-6-yl)benzoic acid FC1(CC2(C1)C[C@@H](N(CC2)CC2=C1C=CNC1=C(C=C2OC)C)C2=CC=C(C(=O)O)C=C2)F